2-trimethylsilyl-1-sila-2-azacyclopentane C[Si](N1[SiH2]CCC1)(C)C